3,5-dihydroxybenzohydrazide OC=1C=C(C(=O)NN)C=C(C1)O